5-chloro-2-methoxy-quinoline-8-carboxylic acid ClC1=C2C=CC(=NC2=C(C=C1)C(=O)O)OC